(R)-4-(4-methyl-1,2,3,4-tetrahydropyrazino[1,2-b]indazole-8-yl)piperazine-1-carboxylate C[C@@H]1CNCC=2N1N=C1C=C(C=CC21)N2CCN(CC2)C(=O)[O-]